1-(4-methoxybenzenesulfonyl)aziridine COC1=CC=C(C=C1)S(=O)(=O)N1CC1